tert-butyl (S)-2-(((tert-butyldiphenylsilyl)oxy)methyl)-6-oxoazepane-1-carboxylate [Si](C1=CC=CC=C1)(C1=CC=CC=C1)(C(C)(C)C)OC[C@H]1N(CC(CCC1)=O)C(=O)OC(C)(C)C